sodium ferric silicate sulfate S(=O)(=O)([O-])[O-].[Si]([O-])([O-])(O)O.[Fe+3].[Na+]